C(C)OC(C(C(C(C)=O)Cl)=O)=O chloro-2,4-dioxopentanoic acid ethyl ester